tert-butyl (3-(2-chloro-3-(4,4,5,5-tetramethyl-1,3,2-dioxaborolan-2-yl)phenoxy)propyl)carbamate ClC1=C(OCCCNC(OC(C)(C)C)=O)C=CC=C1B1OC(C(O1)(C)C)(C)C